4-chloro-8,9-dihydro-7H-cyclopenta[H]Cinnoline ClC1=CN=NC2=C3C(=CC=C12)CCC3